3-{3-[(1S)-1-(3-fluorophenyl)ethoxy]-4-(2,2,2-trifluoroethanesulfonamido)phenyl}-5-[(pyrazin-2-yl)amino]-1-{[2-(trimethylsilyl)ethoxy]methyl}-1H-pyrazole-4-carboxamide FC=1C=C(C=CC1)[C@H](C)OC=1C=C(C=CC1NS(=O)(=O)CC(F)(F)F)C1=NN(C(=C1C(=O)N)NC1=NC=CN=C1)COCC[Si](C)(C)C